NC1=C(C=CC(=C1)OCC1=CC=CC=C1)NC1=CC2=C(NC(N2)=O)C=C1 5-((2-amino-4-(benzyloxy)phenyl)amino)-1,3-dihydro-2H-benzo[d]imidazol-2-one